ClC=1C=C(OC2CCC(CC2)NC(=O)C=2N=NC(=CC2)N2CC3N(C(C2)C3)CC=3C=C2CN(C(C2=CC3F)=O)C3C(NC(CC3)=O)=O)C=CC1C#N N-((1r,4r)-4-(3-chloro-4-cyanophenoxy)cyclohexyl)-6-(6-((2-(2,6-dioxopiperidin-3-yl)-6-fluoro-1-oxoisoindolin-5-yl)methyl)-3,6-diazabicyclo[3.1.1]heptan-3-yl)pyridazine-3-carboxamide